[(1S)-2-[(1R,2S,5S)-2-[[(1S)-2-amino-2-oxo-1-[[(3S)-2-oxopyrrolidin-3-yl]methyl]ethyl]carbamoyl]-6,6-dimethyl-3-azabicyclo[3.1.0]hexan-3-yl]-1-methyl-2-oxo-ethyl]carbamate NC([C@H](C[C@H]1C(NCC1)=O)NC(=O)[C@@H]1[C@H]2C([C@H]2CN1C([C@H](C)NC([O-])=O)=O)(C)C)=O